ClC=1C=CC(=C(C1)C1=CC=C2C(=CN=NC2=C1)NCC1=C(C=C(C=C1)OC)OC)OCC=1C=NSC1 7-[5-CHLORO-2-(1,2-THIAZOL-4-YLMETHOXY)PHENYL]-N-[(2,4-DIMETHOXYPHENYL)METHYL]CINNOLIN-4-AMINE